NC=1C(=C(C2=C(OC[C@H]3N(CCN2C3)C(=O)OC(C)(C)C)C1)F)C#N tert-butyl (3S)-10-amino-9-cyano-8-fluoro-2,3,5,6-tetrahydro-4H-3,7-methanobenzo[b][1,4,7]oxadiazonine-4-carboxylate